7-Hydroxytridecanoic acid OC(CCCCCC(=O)O)CCCCCC